BrC1=CC2=C(N(N=N2)C(C)C)C=C1 5-bromo-1-isopropyl-benzotriazole